C(C)OC(C1=CN=C(C(=C1N(C(C)=O)CC1=CC=CC=C1)F)Cl)=O.CN(CC(=O)C1=CNC2=CC=C(C=C12)F)C 2-(dimethylamino)-1-(5-fluoro-1H-indol-3-yl)ethan-1-one Ethyl-4-(N-benzylacetamido)-6-chloro-5-fluoronicotinate